7-chloro-8-fluoro-5-isopropoxypyrido[3,4-d]pyridazin-4(3H)-one ClC1=C(C2=C(C(NN=C2)=O)C(=N1)OC(C)C)F